FC(C=1C=C(C=CC1)NC1=NC(=NC(=N1)N1CCOCC1)OC1=CC(=CC=C1)OC)(F)F N-(3-(trifluoromethyl)phenyl)-4-morpholinyl-6-(3-methoxyphenoxy)-[1,3,5]triazin-2-amine